FC(C1=C(CN2C3=C(C=CC=C3C=3CCCCC23)C(=O)O)C=CC=C1)(F)F 9-(2-(trifluoromethyl)benzyl)-2,3,4,9-tetrahydro-1H-carbazole-8-carboxylic acid